1-(2-(aminomethyl)-6-cyclopropylimidazo[1,2-a]pyridin-8-yl)imidazolidine-2,4-dione NCC=1N=C2N(C=C(C=C2N2C(NC(C2)=O)=O)C2CC2)C1